(1S,2R,3S)-N-(7-chloro-6-(4-((3S,4S)-4-hydroxy-3-methyltetrahydrofuran-3-yl)piperazin-1-yl)isoquinolin-3-yl)-2-methyl-3-(pyridin-2-yl)cyclopropane-1-carboxamide ClC1=C(C=C2C=C(N=CC2=C1)NC(=O)[C@H]1[C@@H]([C@@H]1C1=NC=CC=C1)C)N1CCN(CC1)[C@]1(COC[C@H]1O)C